COC=1C(=CC=NC1)C1=C(C=NC(=C1)C=1OC(=NN1)C)C(=O)N 5'-methoxy-6-(5-methyl-1,3,4-oxadiazol-2-yl)-[4,4'-bipyridine]-3-carboxamide